N-cyanosulfonamide C(#N)NS(=O)=O